6-bromo-N-((6-cyclopropyl-8-(1-methylazetidin-3-yl)imidazo[1,2-a]pyridin-2-yl)methyl)pyrimidin-4-amine BrC1=CC(=NC=N1)NCC=1N=C2N(C=C(C=C2C2CN(C2)C)C2CC2)C1